2,2,2-trifluoro-1-[(2R)-2-(1-hydroxyethyl)pyrrolidin-1-yl]ethanone FC(C(=O)N1[C@H](CCC1)C(C)O)(F)F